(R)-5-((((2'-(3-((4-(((1-acetylpiperidin-4-yl)amino)methyl)-3-fluoropyridin-2-yl)amino)-2-methoxyphenyl)-3'-chloro-6-methoxy-[2,4'-bipyridin]-5-yl)methyl)amino)methyl)pyrrolidin-2-one C(C)(=O)N1CCC(CC1)NCC1=C(C(=NC=C1)NC=1C(=C(C=CC1)C1=NC=CC(=C1Cl)C1=NC(=C(C=C1)CNC[C@H]1CCC(N1)=O)OC)OC)F